(S)-2-((3-aminobicyclo[1.1.1]pentan-1-yl)methyl)-1-(oxetan-2-ylmethyl)-1H-benzo[d]Imidazole-6-carboxylate NC12CC(C1)(C2)CC2=NC1=C(N2C[C@H]2OCC2)C=C(C=C1)C(=O)[O-]